9-(2-(methoxymethoxy)-5-methylphenyl)-9-methyl-9H-fluorene COCOC1=C(C=C(C=C1)C)C1(C2=CC=CC=C2C=2C=CC=CC12)C